tert-butyl 2-((2-chloro-3-(4,4,5,5-tetramethyl-1,3,2-dioxaborolan-2-yl) phenyl) carbamoyl)-1-methyl-1,4,6,7-tetrahydro-5H-imidazo[4,5-c]pyridine-5-carboxylate ClC1=C(C=CC=C1B1OC(C(O1)(C)C)(C)C)NC(=O)C=1N(C2=C(CN(CC2)C(=O)OC(C)(C)C)N1)C